Cl.FC1=CC(=C(OC2=C(C(=O)N)C=CC(=C2)C(F)(F)F)C=C1)C 2-(4-fluoro-2-methylphenoxy)-4-(trifluoromethyl)benzamide hydrochloride